6-(2H-1,2,3,4-tetrazol-5-yl)-4-(trifluoromethoxy)-1,3-benzothiazole N=1NN=NC1C1=CC2=C(N=CS2)C(=C1)OC(F)(F)F